N1(N=CC=C1)C1=CC=C(C=C1)C1=NC(=CC(=N1)C(=O)N1CCN(CC1)S(=O)(=O)C)CCN[C@H]1[C@@H](C1)C1=CC=C(C=C1)F (2-(4-(1H-pyrazol-1-yl)phenyl)-6-(2-(((1R,2S)-2-(4-fluorophenyl)cyclopropyl)amino)ethyl)pyrimidin-4-yl)(4-(methylsulfonyl)piperazin-1-yl)methanone